(4Z,7Z,10Z,13Z,16Z,19Z)-22-Fluorodocosa-4,7,10,13,16,19-hexaenoic acid FCC\C=C/C\C=C/C\C=C/C\C=C/C\C=C/C\C=C/CCC(=O)O